C(OC(C(=O)N(C=1SC(=C(N1)C(NC1CCC12CCCC2)=O)C)C2=CC(=NC(=C2)F)F)C)(OCC)=O [2-[(2,6-difluoro-4-pyridyl)-[5-methyl-4-(spiro[3.4]octan-3-ylcarbamoyl)thiazol-2-yl]amino]-1-methyl-2-oxo-ethyl] ethyl carbonate